ClC=1C=C(CO[C@@H](C(=O)NC2(CC2)C2=CC=C(C(=O)O)C=C2)C(C)C)C=CC1F (R)-4-(1-(2-((3-chloro-4-fluorobenzyl)oxy)-3-methylbutanoylamino)cyclopropyl)benzoic acid